O1COC2=C1C=CC(=C2)CNC2=NC=C(C=N2)C2=NNC(O2)=O 5-(2-((benzo[d][1,3]dioxol-5-ylmethyl)amino)pyrimidin-5-yl)-1,3,4-oxadiazole-2(3H)-on